4-((4-(3,5-dichlorophenyl)piperazin-1-yl)sulfonyl)-2-methoxyaniline ClC=1C=C(C=C(C1)Cl)N1CCN(CC1)S(=O)(=O)C1=CC(=C(N)C=C1)OC